{3-(6-fluoropyridin-3-yl)prop-2-yn-1-yl}carbamic acid tert-butyl ester C(C)(C)(C)OC(NCC#CC=1C=NC(=CC1)F)=O